2-chloro-N-[1-[(6-chloro-3-pyridinyl)methyl]-2-pyridinyl]-2,2-difluoroacetamide ClC(C(=O)NC1N(C=CC=C1)CC=1C=NC(=CC1)Cl)(F)F